C[C@H]1N([C@@H](C1)C)C(=O)N[C@H](C(=O)O)CCN(CCCCC1=NC=2NCCCC2C=C1)C[C@@H](C)OC (2S)-2-[[(2R,4R)-2,4-dimethylazetidine-1-carbonyl]amino]-4-[[(2R)-2-methoxypropyl]-[4-(5,6,7,8-tetrahydro-1,8-naphthyridin-2-yl)butyl]amino]butanoic acid